1-(Dimethyl-n-butylsilyl)octane C[Si](CCCCCCCC)(CCCC)C